FC(OC1=CC=C(C=C1)N1C2=C(C=C(C1=O)C1=CC=C(C=C1)OC)SC(=N2)OCC)F 4-[4-(difluoromethoxy)phenyl]-2-ethoxy-6-(4-methoxyphenyl)thiazolo[4,5-b]pyridin-5(4H)-one